C1(CC1)C1=NNC(=C1)NC1=CC2=C(C(=NO2)NS(=O)(=O)C2=C(C=C(C=C2OC)C2N(CCCC2)CC)OC)C=C1OC N-{6-[(3-cyclopropyl-1H-pyrazol-5-yl)amino]-5-methoxy-1,2-benzoxazol-3-yl}-4-(1-ethylpiperidin-2-yl)-2,6-dimethoxybenzene-1-sulfonamide